ClC=1C=CC(=C(C1)C1CCN(CC1)C(CN1N=C(C2=C1CCC2)C(=O)N2C[C@H](O[C@H](C2)C)C)=O)F 1-[4-(5-Chloro-2-fluorophenyl)piperidin-1-yl]-2-{3-[(2R,6S)-2,6-dimethylmorpholin-4-carbonyl]-5,6-dihydrocyclopenta[c]pyrazol-1(4H)-yl}ethan-1-on